tert-butyl ((4-(4-(3-fluoro-6,7-dihydro-5H-pyrrolo[3,4-b]pyridine-6-carboxamido)phenyl)-3,6-dihydropyridin-1(2H)-yl)sulfonyl)carbamate FC=1C=C2C(=NC1)CN(C2)C(=O)NC2=CC=C(C=C2)C=2CCN(CC2)S(=O)(=O)NC(OC(C)(C)C)=O